CS(=O)(=O)C=1C(=NC=CC1)NC1=C(N=NC(=C1)NC1=NC=C(C=C1)N1CCOCC1)C(=O)NC([2H])([2H])[2H] 4-[(3-methanesulfonylpyridin-2-yl)amino]-N-(2H3)methyl-6-{[5-(morpholin-4-yl)pyridin-2-yl]amino}pyridazine-3-carboxamide